ClCC1=C2C=CN(C2=C(C=C1OC(F)F)C)S(=O)(=O)C1=CC=C(C)C=C1 4-(chloromethyl)-5-(difluoromethoxy)-7-methyl-1-tosyl-1H-indole